N-[(1R,3S)-3-[[6-chloro-2-(trifluoromethyl)-4-quinolyl]amino]cyclohexyl]-3-cyano-1-(difluoromethyl)pyrazole-4-carboxamide ClC=1C=C2C(=CC(=NC2=CC1)C(F)(F)F)N[C@@H]1C[C@@H](CCC1)NC(=O)C=1C(=NN(C1)C(F)F)C#N